5-(p-carboxyphenoxy)valeric acid C(=O)(O)C1=CC=C(OCCCCC(=O)O)C=C1